1-Androstenedione C[C@@]12C(=O)CC[C@H]1[C@@H]1CCC3CC(=O)C=C[C@]3(C)[C@H]1CC2